2,3,3,3-tetrachloropropionic acid ClC(C(=O)O)C(Cl)(Cl)Cl